(2S,4R)-N-[2-[[4-[[3-(2,3-difluoro-4-methoxyphenyl)imidazo[1,2-a]pyrazin-8-yl]amino]-2-ethylbenzoyl]amino]ethyl]-4-hydroxypyrrolidine-2-carboxamide FC1=C(C=CC(=C1F)OC)C1=CN=C2N1C=CN=C2NC2=CC(=C(C(=O)NCCNC(=O)[C@H]1NC[C@@H](C1)O)C=C2)CC